C1(CC1)C1=NC=CC(=C1)S(=O)(=O)CCC(=O)N1CC2CCC(C1)N2C2=CC=C(C=N2)C#N 6-(3-{3-[(2-cyclopropyl-pyridin-4-yl)sulfonyl]propanoyl}-3,8-diazabicyclo[3.2.1]octan-8-yl)pyridine-3-carbonitrile